dibutylacetone tin [Sn].C(CCC)C(C(C)=O)CCCC